ClC(CF)F chloroethylene fluoride